C(C)OC(=O)C1CC=C(CC1)C1=C(N(C=2N=CN=C(C21)C)C)C=2C(=NC(=CC2C)C#C[Si](C)(C)C(C)(C)C)C 4-(6-(6-((Tert-Butyldimethylsilanyl)ethynyl)-2,4-dimethylpyridin-3-yl)-4,7-dimethyl-7H-pyrrolo[2,3-d]pyrimidin-5-yl)cyclohex-3-ene-1-carboxylic acid ethyl ester